ClC=1C=C2C=NC(=NC2=CC1C1CNCC1)NC=1C=NN(C1)C1CC1 3-(6-chloro-2-((1-cyclopropyl-1H-pyrazol-4-yl)amino)quinazolin-7-yl)pyrrolidin